C(C)OCC1(CCN(CC1)CC=1C=NN(C1)C)CCC1=CSC=C1 4-(ethoxymethyl)-1-((1-methyl-1H-pyrazol-4-yl)methyl)-4-(2-(thiophen-3-yl)ethyl)piperidine